OC1=CC(=CC=2OC3=CC=CC=C3C(C12)=O)C=1C=C(C=O)C=CC1 3-(1-hydroxy-9-oxo-9H-xanthen-3-yl)benzaldehyde